N(=[N+]=[N-])C(C)C1CC2(CC(C2)NC(=O)NCC2=CC=C(C=C2)Cl)C1 1-(6-(1-azidoethyl)spiro[3.3]heptan-2-yl)-3-(4-chlorobenzyl)urea